FC1=NC(=CC=C1CO)F (2,6-difluoropyridin-3-yl)methanol